N1CCC(CC1)OC1=C2C(NC(C2=CC=C1)=O)=O 4-(4-piperidyloxy)isoindoline-1,3-dione